tetramethylene oxid C1CCCO1